1-(3-(2-(2-((tert-butyldimethylsilyl)oxy)ethoxy)-6-morpholinopyridin-4-yl)-4-methylphenyl)-3-(3-(trifluoromethyl)phenyl)urea [Si](C)(C)(C(C)(C)C)OCCOC1=NC(=CC(=C1)C=1C=C(C=CC1C)NC(=O)NC1=CC(=CC=C1)C(F)(F)F)N1CCOCC1